C1([C@H](O)[C@@H](O)CO1)=O L-Threono-1,4-lactone